2-(4,6-Dimethylpyrazolo[1,5-a]pyrazin-2-yl)-6-(piperazin-1-yl)quinazolin-4(3H)-one dihydrochloride Cl.Cl.CC=1C=2N(C=C(N1)C)N=C(C2)C2=NC1=CC=C(C=C1C(N2)=O)N2CCNCC2